(6-amino-4-methylpyridazin-3-yl)-3-(ethoxymethoxy)benzaldehyde NC1=CC(=C(N=N1)C1=C(C=O)C=CC=C1OCOCC)C